C(CCCC(=O)OCC(CCCCCCCC)CCCCCC)(=O)OCCC1CCNCC1 O5-(2-hexyldecyl) O1-[2-(4-piperidinyl) ethyl] glutarate